COC(CN1CCOC2=C1C=CC(=C2)N2N=C(C(=C2)C)NC=2C(=C1C=NNC1=CC2)Cl)=O 2-[7-[3-[(4-chloro-1H-indazol-5-yl)amino]-4-methyl-pyrazol-1-yl]-2,3-dihydro-1,4-benzoxazin-4-yl]acetic acid methyl ester